N1(CCCCC1)C(=O)C1=CC=C(C=C1)OCCNC1=NC(=NC2=CC=CC=C12)N1CCCCC1 Piperidin-1-yl(4-(2-((2-(piperidin-1-yl)quinazolin-4-yl)amino)ethoxy)phenyl)methanone